COC=1C=C(C=CC1)C1CC(C1)NC 3-(3-methoxyphenyl)-N-methylcyclobutan-1-amine